CN(C1=CC=C(C=C1)NC1=CC=C(C=C1)O)C 4-((4-(dimethylamino)phenyl)amino)phenol